C1(CCC1)OC1=CC=2N(C=C1C(=O)NC1=NN(C=C1)C1=CC(=NC=C1)C)C=C(N2)C21COC(CC2)(C1)C 7-Cyclobutoxy-2-(1-methyl-2-oxabicyclo[2.2.1]heptan-4-yl)-N-(1-(2-methylpyridin-4-yl)-1H-pyrazol-3-yl)imidazo[1,2-a]pyridine-6-carboxamide